(4-((cyclopropylamino)methyl)-2-fluorophenyl)-N-(3-(diethylamino)propyl)benzo[d]imidazo[2,1-b]thiazole-7-carboxamide C1(CC1)NCC1=CC(=C(C=C1)C=1N=C2SC3=C(N2C1)C=CC(=C3)C(=O)NCCCN(CC)CC)F